BrC=1C=CC(=C(CC=2C(=NC(=NC2C)N)NCCCC)C1)OC 5-(5-bromo-2-methoxybenzyl)-N4-butyl-6-methylpyrimidine-2,4-diamine